ClC1=C(C(=CC=C1)C(F)(F)F)COC=1C=NC(=NC1)N1CC(NC(C1)CO)=O 4-(5-{[2-chloro-6-(trifluoromethyl)phenyl]methoxy}pyrimidin-2-yl)-6-(hydroxymethyl)piperazin-2-one